C(C)(=O)C1=CN=C(S1)C=1C(=C2C(=NC1)NC=C2)N[C@H]2CN(C[C@H](C2)C)C(CC#N)=O 3-((3R,5S)-3-((5-(5-acetylthiazol-2-yl)-1H-pyrrolo[2,3-b]pyridin-4-yl)amino)-5-methylpiperidin-1-yl)-3-oxopropanenitrile